NC1=C(C=2N(C=C1)N=CC2C(=O)OCC)OC ethyl 5-amino-4-methoxy-pyrazolo[1,5-a]pyridine-3-carboxylate